methylpyrrolidinium triflate [O-]S(=O)(=O)C(F)(F)F.C[NH+]1CCCC1